3-bromo-1-[4-(hydroxymethyl)phenyl]-4-methyl-4,5-dihydro-1H-1,2,4-triazol-5-one BrC1=NN(C(N1C)=O)C1=CC=C(C=C1)CO